BrC1=NC(=CC2=C1N=C(N(C2=O)C)C2CC2)Cl 8-bromo-6-chloro-2-cyclopropyl-3-methyl-pyrido[3,4-d]pyrimidin-4-one